C(C)(C)(C)OC(=O)N1C2CN(CC1CC2)C=2C1=C(N=C(N2)OCC2(CC2)CO)C(=C(N=C1)C1=C2C=NNC2=CC=C1C)F 3-(8-fluoro-2-((1-(hydroxymethyl)cyclopropyl)methoxy)-7-(5-methyl-1H-indazol-4-yl)pyrido[4,3-d]pyrimidin-4-yl)-3,8-diazabicyclo[3.2.1]octane-8-carboxylic acid tert-butyl ester